3-methyl-1-(2-(3-oxo-3-(4-(5-(trifluoromethyl)pyrimidin-2-yl)piperazin-1-yl)propoxy)ethyl)-2,3,4,6-tetrahydropyrido[2,3-d]pyridazin-5(1H)-one CC1CC2=C(C=NNC2=O)N(C1)CCOCCC(N1CCN(CC1)C1=NC=C(C=N1)C(F)(F)F)=O